CCCCCC/C=C\CCCCCCCC(=O)O[C@H](COC(=O)CCCC/C=C\C/C=C\C/C=C\CCCCC)COP(=O)([O-])OCC[N+](C)(C)C 1-(6Z,9Z,12Z-octadecatrienoyl)-2-(9Z-hexadecenoyl)-glycero-3-phosphocholine